4-((2-cyanophenyl)thio)-6-(4-(4-methylpiperazin-1-yl)phenyl)pyrazolo[1,5-a]pyridin-3-carbonitrile C(#N)C1=C(C=CC=C1)SC=1C=2N(C=C(C1)C1=CC=C(C=C1)N1CCN(CC1)C)N=CC2C#N